1-(5-Fluoro-1H-indol-3-yl)hexane-2-amine FC=1C=C2C(=CNC2=CC1)CC(CCCC)N